FC(C)(F)C1=CC=C(C=O)C=C1 4-(1,1-difluoroethyl)benzaldehyde